OC(CC(=O)OCC(OOC(C)=O)COOC(C)=O)CCCCC(CCCCCCCCCCCC)O 1-(3,8-dihydroxyeicosanoyl)2,3-diacetoxyglycerol